C(C)(=O)OC=1C(=NC=CC1OC)C(N[C@H](C(=O)NN(C)C(C1=CC=CC=C1)C1=CC=CC=C1)C)=O (S)-2-((1-(2-benzhydryl-2-methylhydrazineyl)-1-oxopropan-2-yl)carbamoyl)-4-methoxypyridin-3-yl acetate